trans-6-[[4-[(3S)-3-(6-methyl-3-pyridyl)isoxazolidine-2-carbonyl]cyclohexyl]methyl]isoindolin-1-one CC1=CC=C(C=N1)[C@H]1N(OCC1)C(=O)[C@@H]1CC[C@H](CC1)CC1=CC=C2CNC(C2=C1)=O